FC1=C(C=CC2=C1NC(=N2)C2=CC(=CN2)C(=O)C2=C(C=CC=C2)C(F)(F)F)N2C[C@H](OCC2)CO (S)-(5-(7-fluoro-6-(2-(hydroxymethyl)morpholino)-1H-benzo[d]imidazol-2-yl)-1H-pyrrol-3-yl)(2-(trifluoromethyl)phenyl)methanone